ClC1=NC2=C(SC3=C1C=CC=C3)C=CC=C2 11-chloro-dibenzo[b,f][1,4]thiazepin